trans-N-(6-chloroquinolin-2-yl)-4-(5-(cis-4-(trifluoromethyl)cyclohexyl)-1,3,4-oxadiazol-2-yl)cyclohexanecarboxamide ClC=1C=C2C=CC(=NC2=CC1)NC(=O)[C@@H]1CC[C@H](CC1)C=1OC(=NN1)[C@@H]1CC[C@@H](CC1)C(F)(F)F